ClC=1C=C(C=C(C1)Cl)C=1C=NC=2N(C1)N=C(C2C2=NC=1C(=NC=C(C1)C(F)(F)F)N2C)S(=O)(=O)CC 2-(6-(3,5-dichlorophenyl)-2-(ethylsulfonyl)pyrazolo[1,5-a]pyrimidin-3-yl)-3-methyl-6-(trifluoromethyl)-3H-imidazo[4,5-b]pyridine